S1C2=C(C=C1)C(=CC=C2)N2CCN(CC2)CCCCOC2=CC=C1C=CC(N(C1=C2)C(CCCC)=O)=O 7-(4-(4-(benzo[b]thiophen-4-yl)piperazin-1-yl)butoxy)-1-pentanoylquinolin-2(1H)-one